5-phenyl-1H-pyrimidin-6-one C1(=CC=CC=C1)C1=CN=CNC1=O